C1=CC=C(C=C1)C(Cl)(Cl)Cl The molecule is an organochlorine compound that is toluene in which all three hydrogens of the methyl group have been replaced by chlorines. It is used as an intermediate in organic synthesis and dye chemistry. It has a role as a carcinogenic agent. It is a member of benzenes, a volatile organic compound and an organochlorine compound.